(3S,4R)-3-fluoro-4-methoxypiperidine-1-carboxylic acid tert-butyl ester C(C)(C)(C)OC(=O)N1C[C@@H]([C@@H](CC1)OC)F